benzyl N-[(1S)-2-[[2-[[(1S)-1-cyano-2-[(3S)-2-oxo-3-piperidyl]ethyl]amino]-1-[(4,4-difluorocyclohexyl)methyl]-2-oxo-ethyl]amino]-1-(1-naphthylmethyl)-2-oxo-ethyl]carbamate C(#N)[C@H](C[C@H]1C(NCCC1)=O)NC(C(CC1CCC(CC1)(F)F)NC([C@H](CC1=CC=CC2=CC=CC=C12)NC(OCC1=CC=CC=C1)=O)=O)=O